6-(4-hydroxyphenyl)hexanoic acid OC1=CC=C(C=C1)CCCCCC(=O)O